1-(4-methoxybenzyl)cyclopropane-1-ol Azetidin-3-yl-((1S)-1-(4-((1,1-dimethyl-2,3-dihydro-1H-inden-2-yl)amino)phenyl)-2,2,2-trifluoroethyl)(methyl)carbamate hydrochloride Cl.N1CC(C1)CN(C(=O)OC1(CC1)CC1=CC=C(C=C1)OC)[C@H](C(F)(F)F)C1=CC=C(C=C1)NC1C(C2=CC=CC=C2C1)(C)C